C(C)OC(CNCCCl)=O 2-((2-chloroethyl)amino)-acetic acid ethyl ester